2-tert-butyl 3-ethyl (3S,4aS,8aR)-6-fluoro-6-[2-(1H-1,2,3,4-tetrazol-5-yl)ethyl]-decahydroisoquinoline-2,3-dicarboxylate FC1(C[C@@H]2C[C@H](N(C[C@@H]2CC1)C(=O)OC(C)(C)C)C(=O)OCC)CCC1=NN=NN1